BrC1=C(C(=C(C=C1)N(C1=CC=CC=C1)C1=CC=CC=C1)CCC1=CC=CC=C1)CCC1=CC=CC=C1 monobromodiphenethyl-triphenylamine